O=C1NC(CCC1C1=C(C=C(C=C1F)N1CC(C1)NC(OC1CN(C1)C(N(C([2H])([2H])[2H])C1=CC=C(C=C1)Cl)=O)=O)F)=O 1-((4-chlorophenyl)(methyl-d3)carbamoyl)azetidin-3-yl (1-(4-(2,6-dioxopiperidin-3-yl)-3,5-difluorophenyl)azetidin-3-yl)carbamate